di(n-butyl)phenol C(CCC)C=1C(=C(C=CC1)O)CCCC